CC1=C(C=2N(C=C1C1=C(C=3N=C(SC3N1)C1CCC(CC1)N(C)C(C)C)C(C)C)N=CN2)C 4-(5-(7,8-dimethyl-[1,2,4]triazolo[1,5-a]pyridin-6-yl)-6-isopropyl-4H-pyrrolo[3,2-d]thiazol-2-yl)-N-isopropyl-N-methylcyclohexan-1-amine